CC=1C=C(C(N(C1)C1=CC=CC=C1)=O)C(=O)OC methyl 5-methyl-2-oxo-1-phenyl-1,2-dihydropyridine-3-carboxylate